CC(C)OCC(=O)C The molecule is a methyl ketone that is acetone substituted by an isopropoxy group at position 1. It has a role as a metabolite. It is a methyl ketone and an ether.